methyl (R)-1-(3-(1-(benzyloxy)-7-((2-((tert-butyldimethylsilyl)oxy)ethyl)sulfonyl)-2,6,6-trimethyl-1-oxoheptan-2-yl)benzyl)cyclopropane-1-carboxylate C(C1=CC=CC=C1)OC([C@@](CCCC(CS(=O)(=O)CCO[Si](C)(C)C(C)(C)C)(C)C)(C)C=1C=C(CC2(CC2)C(=O)OC)C=CC1)=O